(R)-{5-[3-(3-Hydroxymethyl-bicyclo[1.1.1]pent-1-yl)-[1,2,4]oxadiazol-5-yl]-pyridin-3-yl}-(3-methyl-azetidin-3-yl)-[4-(2,2,2-trifluoro-ethyl)-phenyl]-methanol OCC12CC(C1)(C2)C2=NOC(=N2)C=2C=C(C=NC2)[C@@](O)(C2=CC=C(C=C2)CC(F)(F)F)C2(CNC2)C